ClS(=O)(=O)C1=C(C=C(C(=O)OC)C=C1OC)OC methyl 4-(chlorosulfonyl)-3,5-dimethoxybenzoate